F[C@@H]1CN(CC[C@@H]1NC1=C2C=C(N(C2=CC=C1)CC(F)(F)F)C#CCNC1=C(C=C(C=C1)S(=O)(=O)C)OC)CC(C)O 1-[(3R,4S)-3-fluoro-4-[(2-{3-[(4-methanesulfonyl-2-methoxyphenyl)amino]prop-1-yn-1-yl}-1-(2,2,2-trifluoroethyl)-1H-indol-4-yl)amino]piperidin-1-yl]propan-2-ol